Tert-butyl (2S,6S)-4-benzyl-2-((benzyloxy)methyl)-6-methyl-3-oxopiperazine-1-carboxylate C(C1=CC=CC=C1)N1C([C@@H](N([C@H](C1)C)C(=O)OC(C)(C)C)COCC1=CC=CC=C1)=O